C1(CCC1)N1CCC(CC1)(C(=O)N(C1=CC=CC=C1)CC1=NC=C(C=C1)C=1OC(=NN1)C(F)F)F 1-cyclobutyl-N-((5-(5-(difluoromethyl)-1,3,4-oxadiazol-2-yl)pyridin-2-yl)methyl)-4-fluoro-N-phenylpiperidine-4-carboxamide